CC1=NOC(=C1C=1C=C2C(=NC(=NC2=CC1)N1CCN(CC1)CC(=O)N(C)C)N1[C@H](COCC1)C1=CC=CC=C1)C (S)-2-(4-(6-(3,5-dimethylisoxazol-4-yl)-4-(3-phenylmorpholino)quinazoline-2-yl)piperazin-1-yl)-N,N-dimethylacetamide